[SiH3][GeH3] silylgermane